N2-(2-ethoxy-4-(4-methyl-4H-1,2,4-triazol-3-yl)phenyl)-6-methyl-N8-(1-methylazetidin-3-yl)pyrido[3,4-d]pyrimidine-2,8-diamine C(C)OC1=C(C=CC(=C1)C1=NN=CN1C)NC=1N=CC2=C(N1)C(=NC(=C2)C)NC2CN(C2)C